1-methyl-6-oxo-2'-(1-oxo-1,6,7,8-tetrahydro-2H-cyclopenta[4,5]pyrrolo[1,2-a]pyrazin-2-yl)-1,6-dihydro-[3,4'-bipyridine]-3'-carboxaldehyde CN1C=C(C=CC1=O)C1=C(C(=NC=C1)N1C(C=2N(C=C1)C1=C(C2)CCC1)=O)C=O